FC=1C=C(C(=C(C(=O)O)C1)O)O 5-fluoro-2,3-dihydroxy-benzoic acid